C(C)(C)(C)OC(=O)N1CCC(CC1)C1=NC(=CC=C1)OCC1=C(C=C(C=C1)C(C)=O)F 4-(6-((4-acetyl-2-fluorobenzyl)oxy)pyridin-2-yl)piperidine-1-carboxylic acid tert-butyl ester